CN1C(=NN=C1)C[C@@H](C)C1=CC(=NC=C1)N1C(C2=CC=CC(=C2C1)C(F)(F)F)=O (R)-2-(4-(1-(4-methyl-4H-1,2,4-triazol-3-yl)propan-2-yl)pyridin-2-yl)-4-(trifluoromethyl)isoindolin-1-one